NC1=C(C=C(C=C1)N)CCO 2-(2,5-diamino-phenyl)ethanol